N-(1-(3-Cyclopentylphenyl)cyclopropyl)-5-(2-(dimethylamino)ethoxy)-2-methylbenzamide C1(CCCC1)C=1C=C(C=CC1)C1(CC1)NC(C1=C(C=CC(=C1)OCCN(C)C)C)=O